[Si](C)(C)(C(C)(C)C)OC[C@@H](C1=CC=C(C=C1)C#C)NC(OC(C)(C)C)=O Tert-butyl (R)-(2-((tert-butyldimethylsilyl)oxy)-1-(4-ethynylphenyl)ethyl)carbamate